C(#N)[C@@H](C[C@@H]1C(NCC1)=O)NC(=O)[C@H]1N([C@H]2CC([C@@H]1CC2)(F)F)C([C@@H](NC(C(F)(F)F)=O)CC(C)C)=O (1R,3S,4R)-N-((R)-1-cyano-2-((R)-2-oxopyrrolidin-3-yl)ethyl)-5,5-difluoro-2-((2,2,2-trifluoroacetyl)-L-leucyl)-2-azabicyclo[2.2.2]octane-3-carboxamide